1-(3-methoxy-4-phenoxyphenyl)-3-phenyl-1,3,5-triazinane-2,4,6-trione COC=1C=C(C=CC1OC1=CC=CC=C1)N1C(N(C(NC1=O)=O)C1=CC=CC=C1)=O